IC1=C(C=C(C(=C1)N)I)N 2,5-diiodo-p-phenylenediamine